N-(4-{[6-(5-chloro-2-fluoro-phenyl)-3-[(2-hydroxyethyl)-sulfanyl]pyridazin-4-yl]amino}-pyridin-2-yl)-3-(4-methyl-1,4-diazepan-1-yl)propanamide ClC=1C=CC(=C(C1)C1=CC(=C(N=N1)SCCO)NC1=CC(=NC=C1)NC(CCN1CCN(CCC1)C)=O)F